CC1=CC/C(=C(/C)\CCC=C(C)C)/CC1 cis-gamma-Bisabolene